COC(=O)C=1SC(=C(N1)C)OC1=C(C=C(C=C1)N1N=C2N(C1=O)[C@@H](CO2)C2=CC=CC=C2)F (R)-5-(2-fluoro-4-(3-oxo-5-phenyl-5,6-dihydro-oxazolo[2,3-c][1,2,4]triazol-2(3H)-yl)phenoxy)-4-methylthiazole-2-carboxylic acid methyl ester